tert-butyl 4-(4-chloro-2-morpholino-5H-pyrrolo[2,3-d]pyrimidin-7(6H)-yl)piperidine-1-carboxylate ClC=1C2=C(N=C(N1)N1CCOCC1)N(CC2)C2CCN(CC2)C(=O)OC(C)(C)C